fmoc-(O-tert-butyl)-threonine C(=O)(OCC1C2=CC=CC=C2C2=CC=CC=C12)N[C@@H]([C@H](OC(C)(C)C)C)C(=O)O